NOCCN(C)C 2-(Aminooxy)-N,N-dimethylethan-1-amine